3,5-dimethyl-N-(m-tolylcarbamoyl)benzimidazole CN1CN(C2=C1C=C(C=C2)C)C(NC=2C=C(C=CC2)C)=O